CN(C(=O)C1=CC=C(C(=O)O)C=C1)C 4-(dimethylcarbamoyl)benzoic acid